FC1=CC=C(C(=N1)C)OC1=C(C(=O)NC2=CC(=CC=C2)S(N)(=O)=O)C(=C(C=N1)C(F)(F)F)C 2-((6-Fluoro-2-methylpyridin-3-yl)oxy)-4-methyl-N-(3-sulfamoylphenyl)-5-(trifluoromethyl)nicotinamide